5-cyclopropoxy-4-((N,N-dimethylsulfamoyl)carbamoyl)-2-fluorobenzoic acid C1(CC1)OC=1C(=CC(=C(C(=O)O)C1)F)C(NS(N(C)C)(=O)=O)=O